C(C)(C)(C)OC(=O)C1CC(C1)=C(C=1C=C2C=CC=NC2=CC1)C1=COC2=C1C=CC=C2 3-(benzofuran-3-yl-(quinoline-6-yl)methylene)cyclobutane-1-carboxylic acid tert-butyl ester